C1(CC1)NC(C([C@H](C[C@H]1C(NCC1)=O)NC(=O)[C@@H]1CC2(CC2)CCN1C(=O)C=1SC2=C(C1)C=CC(=C2)C)=O)=O (3S)-N-cyclopropyl-3-{[(5S)-6-(6-methyl-1-benzothiophene-2-carbonyl)-6-azaspiro[2.5]octan-5-yl]formamido}-2-oxo-4-[(3S)-2-oxopyrrolidin-3-yl]butanamide